Ethyl (S)-3-((2-amino-5-bromopyridin-3-yl)amino)-2-cyano-2-methylpropanoate NC1=NC=C(C=C1NC[C@@](C(=O)OCC)(C)C#N)Br